COC(=O)C=1C(=NC=NC1)C1=CN(C2=CC=CC=C12)C 4-(1-methyl-1H-indol-3-yl)pyrimidine-5-carboxylic acid methyl ester